N-((2-(6-((cis)-2,6-dimethylmorpholino)pyridin-2-yl)-1,6-naphthyridin-7-yl)methyl)-6-methoxynicotinamide C[C@@H]1O[C@@H](CN(C1)C1=CC=CC(=N1)C1=NC2=CC(=NC=C2C=C1)CNC(C1=CN=C(C=C1)OC)=O)C